FC1=C(C(=C(C(=C1F)C(F)(F)F)F)F)B(C1=C(C(=C(C(=C1F)F)C(F)(F)F)F)F)C1=C(C(=C(C(=C1F)F)C(F)(F)F)F)F tris(2,3,5,6-tetrafluoro-4-trifluoromethylphenyl)borane